C(N)(=O)C=1N(C2=CC(=CC=C2C1)OC(F)(F)F)C1=CC=CC(=N1)[C@H]1[C@@H](C1)C(=O)OCC ethyl trans-2-(6-(2-carbamoyl-6-(trifluoromethoxy)-1H-indol-1-yl)pyridin-2-yl)cyclopropane-1-carboxylate